(2-Amino-pyrimidin-4-yl)-N-(3,5-difluoro-phenyl)-N'-isopropyl-[1,3,5]triazine-2,4-diamine NC1=NC=CC(=N1)C1=NC(=NC(=N1)NC1=CC(=CC(=C1)F)F)NC(C)C